N1(N=CC=C1)C(C)C=1C(=C(C(=C2C=NNC12)C=1N=CC=2N(C1)C=C(N2)NC(=O)C2C(C2)F)Cl)F N-(6-(7-(1-(1H-pyrazol-1-yl)ethyl)-5-chloro-6-fluoro-1H-indazol-4-yl)imidazo[1,2-a]pyrazin-2-yl)-2-fluorocyclopropane-1-carboxamide